9-(((tetrahydrofuran-3-yl)methyl)amino)heptadecanedioic acid 1-(heptadecane-9-yl) 17-(undecan-3-yl) ester CCC(CCCCCCCC)OC(CCCCCCCC(CCCCCCCC(=O)OC(CCCCCCCC)CCCCCCCC)NCC1COCC1)=O